NC1=NC=CC=C1C1=NC=2C(=NC(=CC2)C2=CC=CC=C2)N1C=1C=CC(=NC1)NC(=O)C1CCNCC1 N-[5-[2-(2-amino-3-pyridyl)-5-phenyl-imidazo[4,5-b]pyridin-3-yl]-2-pyridyl]piperidine-4-carboxamide